FC=1C=C(C=C(C1OC1=CC=NC2=CC(=C(C=C12)OC)OCCNC)F)NC(=O)C=1C=NC(=CC1OC)C N-(3,5-difluoro-4-((6-methoxy-7-(2-(methylamino)ethoxy)quinolin-4-yl)oxy)phenyl)-4-methoxy-6-methylpyridine-3-carboxamide